N-[4-(4-chloro-1H-pyrazol-1-yl)-3-sulfamoylphenyl]-2-(4-fluorophenyl)acetamide ClC=1C=NN(C1)C1=C(C=C(C=C1)NC(CC1=CC=C(C=C1)F)=O)S(N)(=O)=O